NC1CN(CCC1C)C(=O)C1=CC2=C(N(C(=N2)C=2N(C3=CC=CC=C3C2)CC)C)C=C1 (+/-)-(3-Amino-4-methylpiperidin-1-yl)(2-(1-ethyl-1H-indol-2-yl)-1-methyl-1H-benzo[d]imidazol-5-yl)methanone